ClC=1C=C2C(=CNC2=CC1)C(CC)=O 1-(5-chloro-1H-indol-3-yl)propan-1-one